3-((4-(oxetan-3-yloxy)-5-(trifluoromethyl)pyrimidin-2-yl)amino)pyrrolidine-1-carboxylic acid tert-butyl ester C(C)(C)(C)OC(=O)N1CC(CC1)NC1=NC=C(C(=N1)OC1COC1)C(F)(F)F